(1s,3s)-3-(benzo[d]thiazol-4-yl)cyclobutyl ((2-(2,6-dioxopiperidin-3-yl)-4-fluoro-3-oxoisoindolin-5-yl)methyl)carbamate O=C1NC(CC[C@@H]1N1CC2=CC=C(C(=C2C1=O)F)CNC(OC1CC(C1)C1=CC=CC2=C1N=CS2)=O)=O